O=C1OCC2=CC(=CC=C12)C(=CC(=O)OC(C)(C)C)C (Z)- and (E)-tert-Butyl 3-(1-oxo-1,3-dihydroisobenzofuran-5-yl)but-2-enoate